C(#N)C1=NC=C(C(=O)O)C(=C1)C1=C(C=CC=C1)OC 6-cyano-4-(2-methoxyphenyl)nicotinic acid